(6-(4-Cyclopropyl-3-(2-(trifluoromethyl)phenyl)-1H-pyrazol-1-yl)-2-azaspiro[3.3]heptan-2-yl)(2-fluoro-5-hydroxyphenyl)methanone C1(CC1)C=1C(=NN(C1)C1CC2(CN(C2)C(=O)C2=C(C=CC(=C2)O)F)C1)C1=C(C=CC=C1)C(F)(F)F